ClC(C(C(C(=O)OOC(C(C(C(CCCCCC(F)(F)F)(Cl)F)(F)F)(F)F)=O)(F)F)(F)F)(CCCCCC(F)(F)F)F chloro-octafluorodecanoyl peroxide